C(C=CC)C1C(OC(C1)=O)=O (2-buten-1-yl)dihydro-2,5-furandione